(Z)-3-(3-(3-chlorophenyl)-1H-1,2,4-triazol-1-yl)-1-(3,3-difluoroazetidin-1-yl)prop-2-en-1-one ClC=1C=C(C=CC1)C1=NN(C=N1)\C=C/C(=O)N1CC(C1)(F)F